OC[C@]1(OC2=C(C1)C=C(C(=C2)N2CCOCC2)NC(=O)C2=NC(=CC=C2)C(F)(F)F)C N-[(2S)-2-(hydroxymethyl)-2-methyl-6-morpholino-3H-benzofuran-5-yl]-6-(trifluoromethyl)pyridine-2-carboxamide